O1C(=CC2=C1C=CC=C2)C=2OC(=NN2)SSCCC 2-(benzofuran-2-yl)-5-(propyldithio)-1,3,4-oxadiazole